aminophenyl-L-citrulline NN([C@@H](CCCNC(=O)N)C(=O)O)C1=CC=CC=C1